CC(CCCCCCCCC(=O)[NH-])=C N-(2-methylallyl)octanoyl-amide